5-(4-methylpiperazin-1-yl)benzene-1,3-diamine CN1CCN(CC1)C=1C=C(C=C(C1)N)N